bis([1,1'-biphenyl]-4-yl)(4-methylphenyl)-sulfonium C1(=CC=C(C=C1)[S+](C1=CC=C(C=C1)C)C1=CC=C(C=C1)C1=CC=CC=C1)C1=CC=CC=C1